N-[6-(6-Chlorooxazolo[5,4-b]pyridin-2-yl)spiro[3.3]heptan-2-yl]-5-(cyclopropylsulfonimidoyl)furan-2-carboxamide ClC=1C=C2C(=NC1)OC(=N2)C2CC1(CC(C1)NC(=O)C=1OC(=CC1)S(=O)(=N)C1CC1)C2